C1=CC=C(C=C1)SC2=CC=C(C=C2)COC(CN3C=CN=C3)C4=C(C=C(C=C4)Cl)Cl.[N+](=O)(O)[O-] The molecule is a racemate comprising equimolar amounts of (R)- and (S)-fenticonazole nitrate. Used for the treatment of vaginal candidiasis. It has a role as an antibacterial drug. It is a racemate, an imidazole antifungal drug and a conazole antifungal drug. It contains a (S)-fenticonazole nitrate and a (R)-fenticonazole nitrate.